thiopyrano[4,3-d]pyrimidin-4-one N=1C=NC(C=2C1C=CSC2)=O